boric acid chromium [Cr].B(O)(O)O